S1C(SCCC1)C1=NN(C=C1C1=CC=CC=C1)C1=CC=C(C=C1)OC(F)(F)F 3-(1,3-dithian-2-yl)-4-phenyl-1-(4-(trifluoromethoxy)phenyl)-1H-pyrazole